methyl (1R,5S)-8-azabicyclo[3.2.1]octane-3-carboxylate hydrochloride Cl.[C@H]12CC(C[C@H](CC1)N2)C(=O)OC